COC1=NC(=NN2C1=C(C=C2)C2=CC=1N(C=C2)N=CC1)NC1CC2(C1)CCN(CC2)C(C)=O 1-(2-((4-methoxy-5-(pyrazolo[1,5-a]pyridin-5-yl)pyrrolo[2,1-f][1,2,4]triazin-2-yl)amino)-7-azaspiro[3.5]nonan-7-yl)ethan-1-one